ClC1=CC=C(C=N1)C1=C(C=C(C=C1)NC(CC1=C(C=C(C=C1)C(F)(F)F)Cl)=O)S(N)(=O)=O N-[4-(6-chloropyridin-3-yl)-3-sulfamoylphenyl]-2-[2-chloro-4-(trifluoromethyl)phenyl]acetamide